BrC1=C(C=CC(=C1)Br)C1OCC(NC1)=O 6-(2,4-dibromophenyl)morpholin-3-one